N1(CCCC2=CC=CC=C12)CCC(=O)NC1=CC=CC=C1 3-(3,4-dihydroquinolin-1(2H)-yl)-N-phenylpropionamide